C(C)(C)(C)OC(=O)C1CC=C(CC1)C1=CC2=C(C=N1)C(=NN2C)N 4-(3-amino-1-methyl-1H-pyrazolo[4,3-c]pyridin-6-yl)cyclohex-3-ene-1-carboxylic acid tert-butyl ester